CC(CC(=O)O[C@@]1(OC(CC1NC(=O)[C@@]1(CC(=NO1)C1=NC=CC2=CC=CC=C12)C(C)C)=O)CF)C (S)-2-(fluoromethyl)-3-((R)-5-isopropyl-3-(isoquinolin-1-yl)-4,5-dihydroisoxazole-5-carboxamido)-5-oxotetrahydrofuran-2-yl 3-methylbutanoate